5-(tert-butyl)-2-methoxy-N-(4-methoxy-6-((4-(methylsulfonamidomethyl)-1H-pyrazol-1-yl)methyl)benzo[d]isoxazol-3-yl)benzenesulfonamide C(C)(C)(C)C=1C=CC(=C(C1)S(=O)(=O)NC1=NOC2=C1C(=CC(=C2)CN2N=CC(=C2)CNS(=O)(=O)C)OC)OC